OC1=CC=C2C=CC(OC2=C1CCC(=C)C)=O 7-Hydroxy-8-(isopentenyl)-coumarin